FC1=C2C(=CN=C1C1CCN(CC1)CCOC)NC(=C2C(C)C)C=2C=C(C=1N(C2)N=CN1)C 6-(4-fluoro-3-isopropyl-5-(1-(2-methoxyethyl)piperidin-4-yl)-1H-pyrrolo[2,3-c]pyridin-2-yl)-8-methyl-[1,2,4]triazolo[1,5-a]pyridine